5-methoxy-1,2,3,4-tetrahydroquinoxaline COC1=C2NCCNC2=CC=C1